N-(1-((3-methoxyphenyl)amino)-2,3-dihydro-1H-inden-5-yl)acryl-amide COC=1C=C(C=CC1)NC1CCC2=CC(=CC=C12)NC(C=C)=O